FC1=C(C=C(C=C1)OC=1C(=C2C=CNC2=CC1F)C)C=1NC(=NN1)CC=1C=C2CC(CC2=CC1)C(=O)O 5-((5-(2-Fluoro-5-((6-fluoro-4-methyl-1H-indol-5-yl)oxy)phenyl)-4H-1,2,4-triazol-3-yl)methyl)-2,3-dihydro-1H-indene-2-carboxylic acid